COC1=C(C=CC=C1C=1C=NN(C1)[C@H]1COC[C@@H]1OC)C1=NN(C2=CN=C(C=C21)NC(=O)C2CC2)C N-(3-(2-methoxy-3-(1-((3S,4R)-4-methoxytetrahydrofuran-3-yl)-1H-pyrazol-4-yl)phenyl)-1-methyl-1H-pyrazolo[3,4-c]pyridin-5-yl)cyclopropanecarboxamide